3-(Methoxycarbonyl)benzoic acid COC(=O)C=1C=C(C(=O)O)C=CC1